N-(3-(2-((6-(piperazin-1-yl)pyridin-3-yl)amino)quinazolin-8-yl)phenyl)acetamide N1(CCNCC1)C1=CC=C(C=N1)NC1=NC2=C(C=CC=C2C=N1)C=1C=C(C=CC1)NC(C)=O